(R)-2-(3-(4-amino-2-oxo-3-(4-phenoxyphenyl)-2,3-dihydro-1H-imidazo[4,5-c]pyridin-1-yl)piperidine-1-carbonyl)-4-(4-(2-methoxyethyl)piperazin-1-yl)-4-methylpent-2-enenitrile NC1=NC=CC2=C1N(C(N2[C@H]2CN(CCC2)C(=O)C(C#N)=CC(C)(C)N2CCN(CC2)CCOC)=O)C2=CC=C(C=C2)OC2=CC=CC=C2